(E)-3-(1H-indazol-6-yl)-N-(1-methyl-1H-indazol-7-yl)acrylamide N1N=CC2=CC=C(C=C12)/C=C/C(=O)NC=1C=CC=C2C=NN(C12)C